C(#N)C1=CC=C(C=C1)C1=CC(=CC=2N1N=CN2)C(=O)NCCC2=CC(=CC=C2)OC 5-(4-cyanophenyl)-N-[2-(3-methoxyphenyl)ethyl]-[1,2,4]triazolo[1,5-a]pyridine-7-carboxamide